The molecule is an acyl-CoA(4-) oxoanion arising from deprotonation of the phosphate and diphosphate OH groups of 3-(methylthio)propanoyl-CoA; major species at pH 7.3. It is a conjugate base of a 3-(methylthio)propanoyl-CoA. CC(C)(COP(=O)([O-])OP(=O)([O-])OC[C@@H]1[C@H]([C@H]([C@@H](O1)N2C=NC3=C(N=CN=C32)N)O)OP(=O)([O-])[O-])[C@H](C(=O)NCCC(=O)NCCSC(=O)CCSC)O